3-(3-((2-Ethyl-2,3-dihydrobenzo[f][1,4]oxazepin-4(5H)-yl)methyl)-4-methylphenyl)-3-(7-methoxy-1-methyl-1H-benzo[d][1,2,3]triazol-5-yl)propanoic acid, trifluoroacetic acid salt FC(C(=O)O)(F)F.C(C)C1OC2=C(CN(C1)CC=1C=C(C=CC1C)C(CC(=O)O)C1=CC3=C(N(N=N3)C)C(=C1)OC)C=CC=C2